(S)-N-(3-(2-((6-(pyrrolidin-3-ylamino)pyridin-3-yl)amino)quinazolin-8-yl)phenyl)acrylamide N1C[C@H](CC1)NC1=CC=C(C=N1)NC1=NC2=C(C=CC=C2C=N1)C=1C=C(C=CC1)NC(C=C)=O